9-butyl-1-methyl-N-(2-hydroxy)ethyl-beta-carboline methyl-3-(2-fluoro-6-methoxyphenyl)pyridine-2-carboxylate COC(=O)C1=NC=CC=C1C1=C(C=CC=C1OC)F.C(CCC)N1C2=CC=CC=C2C=2C=CN(C(C12)C)CCO